COC1=C(SC=2N=C(N=C(C21)S(=O)(=O)C)C2=CC=CC=C2)C(=O)N2CCCCC2 (5-methoxy-4-(methylsulfonyl)-2-phenylthieno[2,3-d]pyrimidin-6-yl)(piperidin-1-yl)methanone